Cl.Cl.ClC1=CC2=C(N=C3N2CC(=N3)C3=C(C=C(C=C3)C3NCCC3)F)C=C1C(=O)NCCCN1CCC(CC1)F 6-chloro-2-(2-fluoro-4-(pyrrolidin-2-yl)phenyl)-N-(3-(4-fluoropiperidin-1-yl)propyl)benzo[d]imidazo[1,2-a]imidazole-7-carboxamide dihydrochloride